NCC=1OC2=C(C1)C=C(C=C2Cl)C2=CC=C(S2)C(O)C=2C(=NOC2C)C (5-(2-(aminomethyl)-7-chlorobenzofuran-5-yl)thiophen-2-yl)(3,5-dimethylisoxazol-4-yl)methanol